dimethoxybenzimidazolidine COC1NC2=C(N1OC)C=CC=C2